ClC1=C(C(=O)OC2=C(C(=C(C(=C2F)F)F)F)F)C=CC(=C1NS(=O)(=O)CCC)OC(F)F (2,3,4,5,6-pentafluorophenyl) 2-chloro-4-(difluoromethoxy)-3-(propylsulfonylamino)benzoate